FC1=C(C(=CC=C1)F)NC(=O)C1(CC1)C(=O)NC=1SC(=C(N1)C(=O)OC)C(C)C methyl 2-[[1-[(2,6-difluorophenyl)carbamoyl]cyclopropanecarbonyl]amino]-5-isopropyl-thiazole-4-carboxylate